butyl 3-(5-((2,4-dimethoxylbenzyl)amino)-8-methoxy-[1,2,4]triazolo[1,5-c]quinazolin-2-yl)piperidine-1-carboxylate O(C)C1=C(CNC2=NC=3C=C(C=CC3C=3N2N=C(N3)C3CN(CCC3)C(=O)OCCCC)OC)C=CC(=C1)OC